C(C)(C)(C)C1=CC=C(C=C1)C(CC(C)=O)(C)C 4-(4-(tert-butyl)phenyl)-4-methylpentan-2-one